3-(dimethylamino)propyl-4-(5-oxo-3-phenyl-4-(2-phenylhydrazino)-4,5-dihydro-1H-pyrazol-1-yl)benzamide CN(CCCC1=C(C(=O)N)C=CC(=C1)N1N=C(C(C1=O)NNC1=CC=CC=C1)C1=CC=CC=C1)C